C(C)(C)(C)OC(=O)N1CCC(CC1)OC1=CC(=NC=C1)C(F)(F)F 4-((2-(trifluoromethyl)pyridin-4-yl)oxy)piperidine-1-carboxylic acid tert-butyl ester